NNC=1C(C(=O)O)=CC=CC1 N-aminoanthranilic acid